(R)-[1-(3-Chloro-2-fluoro-4-methoxy-phenyl)-1H-[1,2,3]triazol-4-yl]-(6-cyclopropyl-imidazo[1,5-a]pyrazin-5-yl)-methanol ClC=1C(=C(C=CC1OC)N1N=NC(=C1)[C@H](O)C1=C(N=CC=2N1C=NC2)C2CC2)F